4(s)-(2-furanyl)-1H-imidazole O1C(=CC=C1)C=1N=CNC1